CC1=C(C(NC(=C1)C)=O)CC1=C(C(=C(C(=O)N)C=C1)C)N(C1CCOCC1)CC ((4,6-dimethyl-2-oxo-1,2-dihydropyridin-3-yl)methyl)-3-(ethyl-(tetrahydro-2H-pyran-4-yl)amino)-2-methylbenzamide